tert-Butyl 5-{[(4R)-4-fluoro-1-{[4-(4-methoxyphenyl)tetrahydro-2H-pyran-4-yl]carbonyl}-D-prolyl]amino}-1H-pyrazolo[4,3-b]pyridine-1-carboxylate F[C@@H]1C[C@@H](N(C1)C(=O)C1(CCOCC1)C1=CC=C(C=C1)OC)C(=O)NC1=CC=C2C(=N1)C=NN2C(=O)OC(C)(C)C